ClC=1C=C2N=C(C(NC2=CC1Cl)=O)C(F)F 6,7-dichloro-3-(difluoromethyl)quinoxalin-2(1H)-one